3-Bromo-4-cyanophenyl 2,4,6-tri-O-acetyl-3-deoxy-3-[4-(3,4,5-trifluorophenyl)-1H-1,2,3-triazol-1-yl]-1-thio-α-D-galactopyranoside C(C)(=O)O[C@H]1[C@@H](SC2=CC(=C(C=C2)C#N)Br)O[C@@H]([C@@H]([C@@H]1N1N=NC(=C1)C1=CC(=C(C(=C1)F)F)F)OC(C)=O)COC(C)=O